FC1=CC=CC(=N1)C1=NC2=CC(=NC=C2C=C1)CNC(C1=CC(=C(C=C1)C)[C@@H](C)O)=O (R)-N-((2-(6-fluoropyridin-2-yl)-1,6-naphthyridin-7-yl)methyl)-3-(1-hydroxyethyl)-4-methylbenzamide